2'-deoxy-2'-fluoro-adenosine 3'-phosphate P(=O)(O)(O)O[C@H]1[C@H]([C@@H](O[C@@H]1CO)N1C=NC=2C(N)=NC=NC12)F